SC1=C(C(=CC=C1)C1=CC=CC=C1)C#N mercaptobiphenyl-carbonitrile